(4-methoxy-1H-indole-2-carbonyl)-2-azabicyclo[2.2.2]octane-3-carboxamide COC1=C2C=C(NC2=CC=C1)C(=O)C12NC(C(CC1)CC2)C(=O)N